COC=1C=C(C=CC1C)NC(=O)C1(CCC(CC1)N1C(NC2=CC=CC(=C2C1)C)=O)C N-(3-methoxy-4-methylphenyl)-1-methyl-4-(5-methyl-2-oxo-1,2-dihydroquinazolin-3(4H)-yl)cyclohexanecarboxamide